Cl.N1(CCCCCC1)CCCC(=O)O 4-(azepan-1-yl)butanoic acid hydrochloride